N-methyl-N-dodecylbenzylamine CN(CCCCCCCCCCCC)CC1=CC=CC=C1